C(C=CCCCCCCCCCCCCCC)(=O)OC[C@H](O)CO |r| 1-(8Z-heptadecenoyl)-rac-glycerol